pyrrolo[3,4-f]isoindole-1,3,5,7-tetraone C1(NC(C=2C1=CC=1C(NC(C1C2)=O)=O)=O)=O